C(C)(C)(CC(C)(C)C)C1=C(O)C=C(C(=C1)O)C(C)(C)CC(C)(C)C 2,5-di-tert-octylhydroquinone